CN1N=CC(=C1C)C1=CC=CC2=C1NC(=NS2(=O)=O)NC2=CC=C(C=C2)C(C)C 5-(1,5-dimethyl-1H-pyrazol-4-yl)-3-((4-isopropylphenyl)amino)-4H-benzo[e][1,2,4]thiadiazine 1,1-dioxide